ethyl di-(1-propyl) phosphate P(=O)(OCC)(OCCC)OCCC